ClC=1C=CC2=C(C(=NO2)N2C(C3=CC(=C(C=C3C(=C2)C(=O)N2CCCCC2)OC)OC)=O)C1 2-(5-chlorobenzo[d]isoxazol-3-yl)-6,7-dimethoxy-4-(piperidine-1-carbonyl)isoquinolin-1(2H)-one